N[C@@H]1C[C@@H](CC1)NC=1C=2N(N=CC1C(=NC1=C(C=C(C=C1)O)CC)N)C=C(C2)C2=C(C=CC=C2)SC 4-[[(1R,3S)-3-aminocyclopentyl]amino]-N'-(2-ethyl-4-hydroxy-phenyl)-6-(2-methylsulfanylphenyl)pyrrolo[1,2-b]pyridazine-3-carboxamidine